N1CCC2=C(C=CC=C12)C(C)O 1-(Indolin-4-yl)ethan-1-ol